2-methyl-1,5-diphenyl-1H-pyrrole CC=1N(C(=CC1)C1=CC=CC=C1)C1=CC=CC=C1